N-[6-(1-Methyl-piperidine-4-carbonyl)-pyridin-2-yl]-2-trifluoromethoxy-benzamide CN1CCC(CC1)C(=O)C1=CC=CC(=N1)NC(C1=C(C=CC=C1)OC(F)(F)F)=O